CP(=O)(C)C1=CC(=C(C=N1)N)OC 6-(dimethylphosphoryl)-4-methoxypyridin-3-amine